4,8-dimethyl-6-nitro-4-phenyl-1,2,3,4-tetrahydroquinoline CC1(CCNC2=C(C=C(C=C12)[N+](=O)[O-])C)C1=CC=CC=C1